4-(dimethylamino)-4-oxobutanoic acid propyl ester C(CC)OC(CCC(=O)N(C)C)=O